O1CCC(CC1)CCN1C(CCC1=O)C(C(C#N)=S1CCCC1)=O 3-{1-[2-(oxan-4-yl)ethyl]-5-oxopyrrolidin-2-yl}-3-oxo-2-(1λ4-thiolan-1-ylidene)propanenitrile